NC(=C1C(N(C(N(C1=O)C1CCC2(CC3(C(N(C(N3)=O)C)=O)C2)CC1)=O)CCC)=O)N 5-(Diaminomethylene)-1-((5R,7r,10R)-3-methyl-2,4-dioxo-1,3-diazadispiro[4.1.57.15]tridecan-10-yl)-3-propylpyrimidine-2,4,6(1H,3H,5H)-trione